C(C)NC(\C=C/C(=O)O)=O maleic acid N-monoethylamide